OC1=CC(C2CCCC1C2=O)=O 4-Hydroxy-bicyclo[3.3.1]non-3-en-2,9-dion